N1=CC=C(C=C1)C=1N=C(C2=C(N1)C=NC=C2)O 2-(pyridin-4-yl)pyrido[3,4-d]Pyrimidine-4-ol